C(C)(C)(C)OC(=O)N1[C@@H](CN(CC1)CCC1=C(C=CC(=C1)Cl)C)COC1=CC=C(C=C1)S(=O)(=O)C.CC=1C(=NC=CC1)CNC(=O)C=1N=COC1 N-((3-methylpyridin-2-yl)methyl)oxazole-4-carboxamide (S)-tert-butyl-4-(5-chloro-2-methylphenethyl)-2-((4-(methylsulfonyl)phenoxy)methyl)piperazine-1-carboxylate